3-(8-(5-methyl-3-(trifluoromethyl)pyridin-2-yl)imidazo[1,2-a]pyridin-5-yl)propionic acid CC=1C=C(C(=NC1)C=1C=2N(C(=CC1)CCC(=O)O)C=CN2)C(F)(F)F